(2R,3S)-butane-1,2,3,4-tetrayl tetrakis(3-hydroxybutanoate) OC(CC(=O)OC[C@H]([C@H](COC(CC(C)O)=O)OC(CC(C)O)=O)OC(CC(C)O)=O)C